BrC1=CC2=C(S1)C=CC=C2 2-bromobenzo[b]thiophene